NC1=NC(=CC(=N1)N1CCC2(C[C@H](NC2)C(=O)O)CC1)O[C@@H](C(F)(F)F)C1=C(C=C(C=C1)Cl)C1=NC=CN=C1 (S)-8-(2-amino-6-((R)-1-(4-chloro-2-(pyrazin-2-yl)phenyl)-2,2,2-trifluoroethoxy)pyrimidin-4-yl)-2,8-diazaspiro[4.5]decane-3-carboxylic acid